C(C)(C)C=1C(=NNC1C=1C=C(C=2N(C1)N=CN2)C)C2=CC=C(C=C2)C2CN(CCO2)C.[P].[Ni] nickel phosphorus 2-(4-(4-isopropyl-5-(8-methyl-[1,2,4]triazolo[1,5-a]pyridin-6-yl)-1H-pyrazol-3-yl)phenyl)-4-methylmorpholine